BrC=1C=C(C=CC1)C1=NC=CC=C1CO (2-(3-Bromophenyl)pyridin-3-yl)methanol